ethyl 6-(trifluoromethyl)-5,6,7,8-tetrahydroimidazo[1,2-a]pyridine-2-carboxylate FC(C1CCC=2N(C1)C=C(N2)C(=O)OCC)(F)F